CN1N=C(OC1=O)C1=NN(C(=C1)C(F)(F)F)C1=CC=C(C=N1)C1=C(C(=O)N)C=CC=C1 (6-(3-(4-methyl-5-oxo-4,5-dihydro-1,3,4-oxadiazol-2-yl)-5-(trifluoromethyl)-1H-pyrazol-1-yl)pyridin-3-yl)benzamide